N-methyl-8-oxa-2,14,19,25,29,33-hexazahexacyclo[21.6.2.13,7.116,20.010,14.027,31]tritriaconta-1(30),3,5,7(33),16,18,20(32),23,25,27(31),28-undecaen-21-yn-26-amine CNC1=NC=C2C#CC=3N=CC=C(CN4CCCC4COC=4C=CC=C(NC=5N=CC1=C2C5)N4)C3